di(but-3-yn-1-yl) 3,3'-((5-(dimethylamino)pentyl)azanediyl)dipropionate CN(CCCCCN(CCC(=O)OCCC#C)CCC(=O)OCCC#C)C